tert-Butyl (S)-(2-(2-(2-(2-(4-(4-chlorophenyl)-2,3,9-trimethyl-6H-thieno[3,2-f]-[1,2,4]triazolo[4,3-a][1,4]diazepin-6-yl)acetamido)ethoxy)ethoxy)ethyl)carbamate ClC1=CC=C(C=C1)C1=N[C@H](C=2N(C3=C1C(=C(S3)C)C)C(=NN2)C)CC(=O)NCCOCCOCCNC(OC(C)(C)C)=O